6-(4-Chloro-1-(4-(tert-butyl)benzyl)-1H-indazol-7-carboxamido)spiro[3.3]heptan ClC1=C2C=NN(C2=C(C=C1)C(=O)NC1CC2(CCC2)C1)CC1=CC=C(C=C1)C(C)(C)C